C(C)C(CC(C(C(=O)[O-])S(=O)(=O)O)(C(=O)[O-])CC(CCCC)CC)CCCC.[Na+].[Na+] sodium bis-(2-ethylhexyl)-sulfosuccinate